(2-((1-(2-cyano-2-methylpropyl)-1H-pyrazol-4-yl)amino)-5-methylpyrimidin-4-yl)benzoic acid C(#N)C(CN1N=CC(=C1)NC1=NC=C(C(=N1)C1=C(C(=O)O)C=CC=C1)C)(C)C